BrC1=CC=C(C=C1)NS(O)(=O)=O N-(4-bromophenyl)amidosulfuric acid